FC(C1=C(C=C(C=C1)N)N)(F)F 4-trifluoromethyl-1,3-phenylenediamine